((5-bromopyridin-2-yl)methyl)-5,6,7,8-tetrahydroquinolin-8-amine BrC=1C=CC(=NC1)CC1=NC=2C(CCCC2C=C1)N